N-Boc-4-(piperidinyl)butan-1-amine C(=O)(OC(C)(C)C)NCCCCN1CCCCC1